C(C(O)CO)OCCC[Si](OC)(OC)OC gamma-glyceroxypropyl-trimethoxysilane